FC1=CC=C(C=C1)NC(=O)C=1COC2=C(C1)C=CC(=C2)Br N-(4-fluorophenyl)-7-bromo-2H-benzopyran-3-carboxamide